2-{3-[2-amino-6-(2-fluoropyridin-4-yl)-7H-pyrrolo[2,3-d]pyrimidin-4-yl]-2-(hydroxymethyl)phenyl}-6-cyclopropyl-8-fluoroisoquinolin-1(2H)-one NC=1N=C(C2=C(N1)NC(=C2)C2=CC(=NC=C2)F)C=2C(=C(C=CC2)N2C(C1=C(C=C(C=C1C=C2)C2CC2)F)=O)CO